2-(3,4-dichlorophenyl)-1-ethyl-6-[[5-methoxy-3-(trifluoromethyl)pyrazol-1-yl]methyl]-4-oxo-pyridine-3-carboxylic acid ClC=1C=C(C=CC1Cl)C=1N(C(=CC(C1C(=O)O)=O)CN1N=C(C=C1OC)C(F)(F)F)CC